ClC1=CC=C(C=N1)CN1N=CC(=C1)C(=O)C=1C(CCCC1O)=O 2-(1-((6-Chloropyridin-3-yl)methyl)-1H-pyrazole-4-carbonyl)-3-hydroxycyclohex-2-en-1-one